ClC1=NC2=C(C(=CC=C2C(=N1)Cl)Br)F 2,4-dichloro-7-bromo-8-fluoro-quinazoline